NC1=NC=C(C2=C1C(=NN2[C@@H]2CN(CC2)C(C=C)=O)C#CC2=CC1=C(N(C=N1)C1CC1)C=C2F)C=2SC=CN2 (S)-1-(3-(4-amino-3-((1-cyclopropyl-6-fluoro-1H-benzo[d]imidazol-5-yl)ethynyl)-7-(thiazol-2-yl)-1H-pyrazolo[4,3-c]pyridin-1-yl)pyrrolidin-1-yl)prop-2-en-1-one